3-chloro-N-(pyridin-4-yl)benzo[b]thiophene-2-carboxamide ClC=1C2=C(SC1C(=O)NC1=CC=NC=C1)C=CC=C2